4-(trifluoromethyl)benzoic acid FC(C1=CC=C(C(=O)O)C=C1)(F)F